4-(3,6-diiodo-9H-carbazol-9-yl)pyridine IC=1C=CC=2N(C3=CC=C(C=C3C2C1)I)C1=CC=NC=C1